NC1=CC(=C(C=C1)C1=NN(C2=NC=NC(=C21)N)C)Cl 3-(4-amino-2-chloro-phenyl)-1-methyl-1H-pyrazolo[3,4-d]pyrimidin-4-ylamine